[Si](C)(C)(C(C)(C)C)OC[C@H]1O[C@H](CN(C1)C(C1=CC=CC=C1)(C1=CC=CC=C1)C1=CC=CC=C1)N1C2=NC(=NC(=C2N=C1)OCC(C)C#N)NC(C(C)C)=O N-(9-((2R,6S)-6-(((tert-butyldimethylsilyl)oxy)methyl)-4-tritylmorpholin-2-yl)-6-(2-cyanopropoxy)-9H-purin-2-yl)isobutyramide